(3R,5R,8R,9R,10S,13S,14S,17R)-3-ethyl-13-methyl-17-((2S,3S)-4,4,4-trifluoro-3-hydroxybutan-2-yl)hexadecahydro-1H-cyclopenta[a]phenanthren-3-ol C(C)[C@]1(CC[C@@H]2[C@H]3CC[C@@]4([C@H](CC[C@H]4[C@@H]3CC[C@@H]2C1)[C@H](C)[C@@H](C(F)(F)F)O)C)O